2-bromo-5-((1-ethylpiperidin-4-yl)methoxy)pyridine BrC1=NC=C(C=C1)OCC1CCN(CC1)CC